[Co].FC=1C=C(C=CC1OC1=CC=NC2=CC=C(N=C12)OC)NC(=O)C=1C(N(C(=CC1)C)C1=C(C=C(C=C1)F)C)=O N-[3-fluoro-4-[(6-methoxy-1,5-naphthyridin-4-yl)oxy]phenyl]-1-(4-fluoro-2-methylphenyl)-6-methyl-2-oxopyridine-3-carboxamide cobalt